C(C)N(C(C)C)C(C)C ethyl-bis(2-propyl)amine